3-Amino-6,8-dichloro-4-(7-chloro-1H-indazol-4-yl)-1H-quinolin-2-one NC=1C(NC2=C(C=C(C=C2C1C1=C2C=NNC2=C(C=C1)Cl)Cl)Cl)=O